{5-[(3R)-3-methylmorpholin-4-yl]-3-(1H-pyrazol-5-yl)-[1,2]thiazolo[4,5-b]pyridin-7-yl}cyclopentane-1-carboxamide C[C@H]1N(CCOC1)C1=CC(=C2C(=N1)C(=NS2)C2=CC=NN2)C2(CCCC2)C(=O)N